C(C)OC(CC=1OC(=NN1)C1=CC=CC=C1)=O phenyl-1,3,4-oxadiazole-2-acetic acid ethyl ester